2-acetamido-4-(2-bromo-5-tosyl-5H-pyrrolo[2,3-b]pyrazin-7-yl)-N,N-dimethylbenzamide C(C)(=O)NC1=C(C(=O)N(C)C)C=CC(=C1)C1=CN(C2=NC=C(N=C21)Br)S(=O)(=O)C2=CC=C(C)C=C2